1-(1-(3-(2,4-difluorophenoxy)-1,6-naphthyridin-7-yl)-2,2,2-trifluoroethyl)piperidine-3-carbonitrile FC1=C(OC=2C=NC3=CC(=NC=C3C2)C(C(F)(F)F)N2CC(CCC2)C#N)C=CC(=C1)F